2-(4-cyclopropyl-6-methoxypyrimidin-5-yl)pteridin-7-one C1(CC1)C1=NC=NC(=C1C1=NC2=NC(CN=C2C=N1)=O)OC